C(C)C1NC(CC2=C1NC1=CC=CC=C21)C(=O)OC methyl 1-ethyl-2,3,4,9-tetrahydro-1H-pyrido[3,4-b]indole-3-carboxylate